C(C)(C)(C)C=1C=C(C=CC1)[C@H](C)NC(=O)C1=CC=C2C(=C(N(C2=C1)CC)C)CC=1C=C(OC(C(=O)OC)(C)C)C=CC1 methyl (S)-2-(3-((6-((1-(3-(tert-butyl)phenyl)ethyl)carbamoyl)-1-ethyl-2-methyl-1H-indol-3-yl)methyl) phenoxy)-2-methylpropanoate